(S,E)-5-(1-(1-(2-(2-adamantylamino)-2-oxoethyl)-2-oxo-1,2-dihydropyridin-3-ylamino)-7-methoxy-1,7-dioxohept-5-en-2-ylcarbamoyl)nicotinic acid C12C(C3CC(CC(C1)C3)C2)NC(CN2C(C(=CC=C2)NC([C@H](CC\C=C\C(=O)OC)NC(=O)C=2C=NC=C(C(=O)O)C2)=O)=O)=O